CC=1N=C(C=2N(C1)C=C(N2)NC(=O)C2=C(C=C(C1=CN(N=C21)C)N2CCC(CC2)NC(OC(C)(C)C)=O)F)C tert-butyl N-[1-[7-[(6,8-dimethylimidazo[1,2-a]pyrazin-2-yl)carbamoyl]-6-fluoro-2-methyl-indazol-4-yl]-4-piperidyl]carbamate